(1H-pyrazol-3-yl)-N-(thiophen-2-ylmethyl)benzofuran-2-carboxamide N1N=C(C=C1)C1=C(OC2=C1C=CC=C2)C(=O)NCC=2SC=CC2